1,1'-(6-((2-(2-((6-chlorohexyl)oxy)ethoxy)ethyl)carbamoyl)-2-diazo-3-oxo-2,3-dihydrospiro[indene-1,9'-xanthene]-3',6'-diyl)bis(azetidine-3-carboxylic acid) ClCCCCCCOCCOCCNC(=O)C1=CC=C2C(C(C3(C4=CC=C(C=C4OC=4C=C(C=CC34)N3CC(C3)C(=O)O)N3CC(C3)C(=O)O)C2=C1)=[N+]=[N-])=O